[N+](=O)([O-])C1=C2C=CN(C2=CC=C1)CCOCCOCCOCCNC(OCC1=CC=CC=C1)=O 1-Benzyl N-[2-[2-[2-[2-(4-nitroindol-1-yl)ethoxy]ethoxy]ethoxy]ethyl]carbamate